monotosyl monomethyl ether COS(=O)(=O)C1=CC=C(C)C=C1